[NH4+].[NH4+].P(=O)(O)(O)OCCCC(=O)OC1=C2[C@H]3[C@H](C(OC2=CC(=C1)CCCCC)(C)C)CC=C(C3)C (6aR,10aR)-6,6,9-trimethyl-3-pentyl-6a,7,10,10a-tetrahydro-6H-benzo[c]chromen-1-yl 4-(phosphonooxy)butanoate di-ammonium salt